Cl.C1CC12C(CC2)N spiro[2.3]hexane-4-amine hydrochloride